2-(tert-butoxycarbonylamino)ethyl 4-[5-[3-[2-(4-tert-butoxy-4-oxo-butanoyl)-4-fluoro-6-methoxy-isoindolin-5-yl]oxypropoxy]-4-fluoro-6-methoxy-benzothiophen-2-yl]-4-oxo-butanoate C(C)(C)(C)OC(CCC(=O)N1CC2=CC(=C(C(=C2C1)F)OCCCOC=1C(=CC2=C(C=C(S2)C(CCC(=O)OCCNC(=O)OC(C)(C)C)=O)C1F)OC)OC)=O